C1=NC=C(C2=CC=CC=C12)C(=O)C1=CSC=C1 isoquinolin-4-yl(thiophen-3-yl)methanone